(R)-4-(2-chlorophenyl)-N-(methyl-d3)-N-(4-oxobut-2-yl)quinazoline-2-carboxamide ClC1=C(C=CC=C1)C1=NC(=NC2=CC=CC=C12)C(=O)N([C@H](C)CC=O)C([2H])([2H])[2H]